((2R,3S,4R,5S)-5-(4-aminopyrrolo[2,1-f][1,2,4]triazin-7-yl)-2-cyano-3,4-dihydroxytetrahydrofuran-2-yl)methyl cyclopentyl carbonate C(OC[C@]1(O[C@H]([C@@H]([C@@H]1O)O)C1=CC=C2C(=NC=NN21)N)C#N)(OC2CCCC2)=O